1-ethyl-2-(2,2,2-trifluoro-1-(4-fluorophenyl)-1-hydroxyethyl)-1H-benzo[d]Imidazole-6-carboxylic acid C(C)N1C(=NC2=C1C=C(C=C2)C(=O)O)C(C(F)(F)F)(O)C2=CC=C(C=C2)F